ClC=1C=NN2C1N=C(C=C2)C2=CNC=1N=C(N=CC12)NCC(C)(C)F 5-(3-Chloropyrazolo[1,5-a]pyrimidin-5-yl)-N-(2-fluoro-2-methylpropyl)-7H-pyrrolo[2,3-d]pyrimidin-2-amine